ClC1=C(C=CC=C1C=1N=CC(=NC1)CN1CC(C1)O)C1=C(C(=CC=C1)C=1N=CC(=NC1)CN1CC(C1)O)Cl 1,1'-(((2,2'-dichloro-[1,1'-biphenyl]-3,3'-diyl)bis(pyrazine-5,2-diyl))bis(methylene))bis(azetidin-3-ol)